C1(CC1)C=1C=NN2C1N=C(C=C2)C2=CNC=1N=C(N=CC12)NCC(C)C 5-(3-cyclopropylpyrazolo[1,5-a]pyrimidin-5-yl)-N-isobutyl-7H-pyrrolo[2,3-d]pyrimidin-2-amine